BrC=1C=C2C(=NC1)N(C=C2CO)C2COCC2 (5-bromo-1-(tetrahydrofuran-3-yl)-1H-pyrrolo[2,3-b]pyridin-3-yl)methanol